ClC1=CN=CC(=N1)COC1=CC=C(C=C1)C(C)(C)C1=CC=C(OCCCCCCCCOCCCCNC(=O)[O-])C=C1 4-((8-(4-(2-(4-((6-chloropyrazin-2-yl)methoxy)phenyl)propan-2-yl)phenoxy)octyl)oxy)butanecarbamate